O[C@@H]1CN=C(NC1)C (4S,5S)-5-Hydroxy-2-methyl-1,4,5,6-tetrahydropyrimidin